Tetraphenyl (3-phenylpropane-1,1-diyl) bis(phosphate) P(=O)(OC1=CC=CC=C1)(OC1=CC=CC=C1)OC(CCC1=CC=CC=C1)OP(=O)(OC1=CC=CC=C1)OC1=CC=CC=C1